CN(CCCC(=O)NC(C(=O)NCCOC(C(CCCNC(=O)OC(C)(C)C)N)=O)CCCNC(CCCN(C)C)=O)C 2-[2,5-bis[4-(dimethylamino)butanoylamino]pentanoylamino]ethyl-2-amino-5-(tert-butoxycarbonylamino)pentanoate